C(CC)O[Ti](C(CC(=O)COCC)=O)(C(CC(=O)COCC)=O)C(CC(=O)COCC)=O mono-n-propoxytris(ethoxyacetoacetyl)titanium